tetramethyl-1,3-bis(3-aminopropyl)disiloxane C[Si](O[Si](CCCN)(C)C)(CCCN)C